5,7-difluoro-3,4-dihydronaphthalon FC1=C2CCCC(C2=CC(=C1)F)=O